FC1=CC(=CC2=C1N(C(=N2)C2=CC=1C=3N2[C@H](CNC3C=CC1)C(C)C)C)C=O (7-fluoro-2-((S)-3-isopropyl-2,3-dihydro-1H-pyrrolo[1,2,3-de]quinoxalin-5-yl)-1-methyl-1H-benzo[d]imidazol-5-yl)methanone